tropanone CN1C2CCC1CC(=O)C2